2-(2-hydroxy-3,5-dit-amylphenyl)benzotriazole tert-butyl-(5-acetamido-4-methylpyridin-2-yl)carbamate C(C)(C)(C)N(C(O)=O)C1=NC=C(C(=C1)C)NC(C)=O.OC1=C(C=C(C=C1C(C)(C)CC)C(C)(C)CC)N1N=C2C(=N1)C=CC=C2